(2S,4R)-1-(9H-fluoren-9-ylmethoxycarbonyl)-4-hydroxy-pyrrolidine-2-carboxylic acid C1=CC=CC=2C3=CC=CC=C3C(C12)COC(=O)N1[C@@H](C[C@H](C1)O)C(=O)O